[S-2].[La+3].[Ba+2] barium-lanthanum sulfide